COC=1C=C(C=C(C1)OC)C(C)(C(CCCCC)(O)CC)C 2-(3,5-dimethoxyphenyl)-3-ethyl-2-methyloctan-3-ol